methyl 5-[2-(2-bromophenoxy)ethylcarbamoyl]-2-methoxybenzoate BrC1=C(OCCNC(=O)C=2C=CC(=C(C(=O)OC)C2)OC)C=CC=C1